ClC1=C(C=CC=C1Br)C1=NOC2=C1C=CC(=C2)C(OC)OC 3-(2-chloro-3-bromophenyl)-6-dimethoxymethylbenzisoxazole